C(O)(=O)OCCO Ethylen Glycol Carbonat